OCC1(N2C(CC(C1=O)CC2)C)COC 2-(hydroxymethyl)-2-(methoxymethyl)-6-methylquinuclidin-3-one